octadeca-9,12-dien-1-yl alcohol C(CCCCCCCC=CCC=CCCCCC)O